tert-Butyl (R)-2-oxo-5-(trifluoromethyl)pyrrolidine-1-carboxylate O=C1N([C@H](CC1)C(F)(F)F)C(=O)OC(C)(C)C